N-(4-(((2S,5S)-3-(4-Cyano-3-(trifluoromethyl)phenyl)-2-(trifluoromethyl)oxazolidin-5-yl)methoxy)phenyl)acetamid C(#N)C1=C(C=C(C=C1)N1[C@@H](O[C@@H](C1)COC1=CC=C(C=C1)NC(C)=O)C(F)(F)F)C(F)(F)F